Cl.C(C)(C)(C)OC([C@@H](N)CCCCNC(=O)OC(C)(C)C)=O N6-Boc-L-lysine tert-butyl ester hydrochloride